(1-phenylimidazol-4-yl)methanone C1(=CC=CC=C1)N1C=NC(=C1)C=O